C12(CC(C1)C2)N2C[C@H](N(S(C1=C2C=C(C(=C1)O/C=C/C(=O)O)N(C)C)(=O)=O)C)CCCC (R,E)-3-((5-(bicyclo[1.1.1]pentan-1-yl)-3-butyl-7-(dimethylamino)-2-methyl-1,1-dioxido-2,3,4,5-tetrahydrobenzo[f][1,2,5]thiadiazepin-8-yl)oxy)acrylic acid